C[C@@H]1O[C@H](CN(C1)C1=NC=CC(=C1)OC1=CC(=C(C=C1)NC1=NC=NC2=CC(=C(C=C12)NC1CCN(CC1)C(C=C)=O)OC)F)C 1-(4-((4-((4-((2-((2S,6S)-2,6-dimethylmorpholino)pyridin-4-yl)oxy)-2-fluorophenyl)amino)-7-methoxyquinazolin-6-yl)amino)piperidin-1-yl)prop-2-en-1-one